4-(1-methyl-1H-pyrazol-3-yl)piperidine hydrochloride Cl.CN1N=C(C=C1)C1CCNCC1